Methyl 2-(4-{2-[(4-{[6-(5-Chloro-2-Fluorophenyl)-3-Methylpyridazin-4-yl]Amino}Pyridin-2-yl)Carbamoyl]Ethyl}-1-Methylpiperazin-2-yl)Acetat ClC=1C=CC(=C(C1)C1=CC(=C(N=N1)C)NC1=CC(=NC=C1)NC(=O)CCN1CC(N(CC1)C)CC(=O)OC)F